5-(E)-[3-[(tert-butyldimethylsilyl)oxy]prop-1-en-1-yl]-3-(azetidin-1-yl)-1-[4-(1H-1,2,3-triazol-1-yl)phenyl]-pyrazin [Si](C)(C)(C(C)(C)C)OC/C=C/C=1N=C(CN(C1)C1=CC=C(C=C1)N1N=NC=C1)N1CCC1